ClCC(C)=O 3-chloropropan-2-one